CC(CN1C(C=CC2=C1N=C(N=C2)N[C@@H](C)C2=CC(=C(C=C2)CO)F)=O)(C)C 8-(2,2-dimethylpropyl)-2-({(1S)-1-[3-fluoro-4-(hydroxymethyl)phenyl]ethyl}amino)pyrido[2,3-d]pyrimidin-7(8H)-one